FC1=CC=C(C=C1)C(N1C[C@@H](N(C[C@H]1CC)C(=O)OC(C)(C)C)CC)C1=CC=C(C=C1)F tert-butyl (2S,5R)-4-(bis(4-fluorophenyl)methyl)-2,5-diethylpiperazine-1-carboxylate